ClC1=CC(=C(COC2=CC=CC(=N2)C2CCN(CC2)CC(=O)NNC(/C=C/C(=O)OC)=O)C=C1)F methyl (E)-4-(2-(2-(4-(6-((4-chloro-2-fluorobenzyl)oxy)pyridin-2-yl)piperidin-1-yl)acetyl)hydrazinyl)-4-oxobut-2-enoate